1-((2R,5S)-4-(6-chloro-7-(3-cyclopropyl-5-methyl-1H-indazol-4-yl)-2-(3-(dimethylamino)prop-1-ynyl)-8-fluoroquinazolin-4-yl)-2,5-dimethylpiperazin-1-yl)prop-2-en-1-one ClC=1C=C2C(=NC(=NC2=C(C1C1=C2C(=NNC2=CC=C1C)C1CC1)F)C#CCN(C)C)N1C[C@H](N(C[C@@H]1C)C(C=C)=O)C